N1(C=NC=C1)C=1C=C(CN(C2=CC(=CC=C2)OCCOCCOCC2=CC=CC=C2)CC2=CC(=CC=C2)OC)C=CC1 N-(3-(1H-imidazol-1-yl)benzyl)-3-(2-(2-(benzyloxy)ethoxy)ethoxy)-N-(3-methoxybenzyl)aniline